C(C1CC(C(CC1)N)C)C1CC(C(CC1)N)C 4,4'-Methylen-bis(2-methylcyclohexylamin)